[Cl-].C1(=CC=CC=C1)C1=CC(=CC=C1)C1=CC=CC=C1 m-terphenyl chloride